2-[4-[[(3R)-1-ethyl-3-piperidinyl]amino]-1-methyl-imidazo[4,5-d]pyridazin-7-yl]-5-(trifluoromethyl)phenol C(C)N1C[C@@H](CCC1)NC1=C2C(=C(N=N1)C1=C(C=C(C=C1)C(F)(F)F)O)N(C=N2)C